3-(3-hydroxypropyl)-1H-thieno[3,2-c]pyrazole-5-carboxylic acid methyl ester COC(=O)C1=CC=2NN=C(C2S1)CCCO